C(C)OC(=O)C=1NC(C2=C(N1)N(N=C2)C2=C(C=C(C=C2)F)F)=O 1-(2,4-difluorophenyl)-4-keto-5H-pyrazolo[3,4-d]pyrimidine-6-carboxylic acid ethyl ester